C(C)(C)(C)OC([C@H](N)CCC(=O)O)=O D-glutamic acid 1-tert-butyl ester